FC(C1=NN=C(S1)C1=NC=C2N1C=C(C=C2N2C[C@H]1[C@H](OCCN1CC2)CO)S(=O)(=O)NC2(CC2)C)F |o1:18,19| rel-3-(5-(difluoromethyl)-1,3,4-thiadiazol-2-yl)-8-((1S,9aS)-1-(hydroxymethyl)hexahydropyrazino[2,1-c][1,4]oxazin-8(1H)-yl)-N-(1-methylcyclopropyl)imidazo[1,5-a]pyridine-6-sulfonamide